5-fluoro-3-(1-(4-fluoro-2-(furan-3-yl)phenethyl)piperidine-4-yl)-1H-indole FC=1C=C2C(=CNC2=CC1)C1CCN(CC1)CCC1=C(C=C(C=C1)F)C1=COC=C1